(S)-2-(cyclobutylmethyl)-5-phenyl-2,5,6,7-tetrahydro-3H-pyrrolo[2,1-c][1,2,4]triazol-3-one C1(CCC1)CN1N=C2N(C1=O)[C@@H](CC2)C2=CC=CC=C2